(5-bromo-2-chloro-4-fluoro-phenyl)methanol BrC=1C(=CC(=C(C1)CO)Cl)F